C(C)(C)(C)OC(CN1N=C(N=C1)C=1C(=C(C=CC1)NC1=C(N=NC(=C1)Cl)C(=O)O[Zn])OC)=O ((4-((3-(1-(2-(tert-Butyloxy)-2-oxoethyl)-1H-1,2,4-triazol-3-yl)-2-methoxyphenyl)amino)-6-chloropyridazine-3-carbonyl)oxy)zinc